N-(4-chloro-2-((2,5-dichloropyrimidin-4-yl)amino)phenyl)acetamide ClC1=CC(=C(C=C1)NC(C)=O)NC1=NC(=NC=C1Cl)Cl